(3Z)-12,12-diheptyloxy-1,3-dodecadiene C(CCCCCC)OC(CCCCCCC\C=C/C=C)OCCCCCCC